CN(C)[Zr]N(C)C Bis(dimethylamino)zirconium